BrC1=C(C=CC=C1OC)F bromo-1-fluoro-3-methoxybenzene